N-(3-chloro-5-(methylsulfonamido)phenyl)-5-(5-(3,3-difluoroazetidin-1-yl)-3-((3-fluoro-5-(methylsulfonyl)benzyl)oxy)pyridin-2-yl)-1-methyl-1H-pyrrole-3-carboxamide ClC=1C=C(C=C(C1)NS(=O)(=O)C)NC(=O)C1=CN(C(=C1)C1=NC=C(C=C1OCC1=CC(=CC(=C1)S(=O)(=O)C)F)N1CC(C1)(F)F)C